tert-butyl 2-[4-[1-[(3S)-2,6-dioxo-3-piperidyl]-3,4-dihydro-2H-quinolin-5-yl]-1-piperidyl]acetate O=C1NC(CC[C@@H]1N1CCCC2=C(C=CC=C12)C1CCN(CC1)CC(=O)OC(C)(C)C)=O